C(C)(C)C=1C=CC(=NC1)OC1=C(C=C(C=C1)NC(=O)NC(=O)C1CCC(CC1)OC)C N-((4-((5-isopropylpyridin-2-yl)oxy)-3-methylphenyl)carbamoyl)-4-methoxycyclohexane-1-carboxamide